COC(N(C1(CC1)C1=CC(=C(C=C1)F)C(F)(F)F)CCN)=O.ClC1=C(C=C(OCC(=O)NC23CC(C2)(C3)C=3OC(=NN3)S)C=C1)F 2-(4-chloro-3-fluorophenoxy)-N-(3-(5-mercapto-1,3,4-oxadiazol-2-yl)bicyclo[1.1.1]pentan-1-yl)acetamide methyl-(2-aminoethyl)(1-(4-fluoro-3-(trifluoromethyl)phenyl)cyclopropyl)carbamate